NC=1C(=C(C=CC1)C1=C(C(=CC=C1)C1=CC=C(C(=N1)OC)CN(C1CCC(CC1)C(=O)OC)C)Cl)Cl methyl (1r,4r)-4-(((6-(3'-amino-2,2'-dichloro-[1,1'-biphenyl]-3-yl)-2-methoxypyridin-3-yl)methyl)(methyl)amino)cyclohexane-1-carboxylate